C(C)(C)C1N2C(C3=CC(=C(C=C3C1)OCCCOC)OC)=CC(C(=C2)C(=O)O)=O 6-isopropyl-10-methoxy-9-(3-methoxypropoxy)-2-oxo-6,7-dihydro-2H-pyrido[2,1-a]Isoquinoline-3-carboxylic acid